CC=1N=C(SC1C)N1CCC2(C(N3[C@H](O2)CC[C@H]3C3=CC=CC=C3)=O)CC1 (5'S,7a'R)-1-(4,5-dimethyl-1,3-thiazol-2-yl)-5'-phenyltetrahydro-3'H-spiro[piperidine-4,2'-pyrrolo[2,1-b][1,3]oxazol]-3'-one